BrC=1C=C(C(=NC1)N1CCN(CC1)C)Cl 1-(5-bromo-3-chloro-2-pyridyl)-4-methyl-piperazine